ClC=1C=C(C=CC1)C1(NC(N(CC1)C=1N=C(N2C1C=CC=C2)C(=O)N)=O)C2CCCC2 (4-(3-chlorophenyl)-4-cyclopentyl-2-oxotetrahydropyrimidin-1(2H)-yl)imidazo[1,5-a]pyridine-3-carboxamide